C1(=CC=CC=C1)N1CCNCC1 (R)-phenylpiperazine